FC=1C=C(CNC2=NC3=CC=CC=C3N=C2NC=2C=C3C=CNC3=CC2)C=CC1F N2-(3,4-difluorobenzyl)-N3-(1H-indol-5-yl)quinoxaline-2,3-diamine